(E)-3-(2-fluoro-4-(trifluoromethyl)phenyl)acrylic acid FC1=C(C=CC(=C1)C(F)(F)F)/C=C/C(=O)O